(2S,4R)-N-((S)-(5-cyclopropyl-6-fluoropyridin-2-yl)(phenyl)methyl)-4-fluoropyrrolidine-2-carboxamide C1(CC1)C=1C=CC(=NC1F)[C@@H](NC(=O)[C@H]1NC[C@@H](C1)F)C1=CC=CC=C1